C(=O)(O)C(CC1=CC=C(C=C1)OCCOCCOCCOCC)N1CCN(CCN(CCN(CC1)CC(=O)[O-])CC(=O)[O-])CC(=O)[O-].[Gd+3] Gadolinium 2,2',2''-{10-[1-carboxy-2-(4-{2-[2-(2-ethoxyethoxy)ethoxy]ethoxy}phenyl)ethyl]-1,4,7,10-tetraazacyclododecan-1,4,7-triyl}triacetat